(4-nitrophenyl) 1-[4-(difluoromethoxy)-3-(2-pyridyl)phenyl]-3-methyl-5-oxo-4H-pyrazole-4-carboxylate FC(OC1=C(C=C(C=C1)N1N=C(C(C1=O)C(=O)OC1=CC=C(C=C1)[N+](=O)[O-])C)C1=NC=CC=C1)F